2-(N,5-dimethyl-1H-indazole-7-sulfonamido)-N-(4-methyl-3,4-dihydro-2H-benzo[b][1,4]oxazin-7-yl)acetamide CN(S(=O)(=O)C=1C=C(C=C2C=NNC12)C)CC(=O)NC=1C=CC2=C(OCCN2C)C1